Cl.NC1CCC(CC1)N1N=C2C=C(C(=CC2=C1)NC(C1=NC(=CC=C1)C(F)(F)F)=O)OC N-(2-((1r,4r)-4-aminocyclohexyl)-6-methoxy-2H-indazol-5-yl)-6-(trifluoromethyl)picolinamide, Hydrochloride